7-fluoro-4-(4-(1-((4-fluorophenyl)carbamoyl)cyclopropane-1-carboxamido)phenoxy)quinoline-6-carboxylic acid FC1=C(C=C2C(=CC=NC2=C1)OC1=CC=C(C=C1)NC(=O)C1(CC1)C(NC1=CC=C(C=C1)F)=O)C(=O)O